3-(4-{[3-chloro-4-(trifluoromethoxy)phenyl]sulfamoyl}phenyl)-1-(pyridin-3-ylmethyl)urea ClC=1C=C(C=CC1OC(F)(F)F)NS(=O)(=O)C1=CC=C(C=C1)NC(NCC=1C=NC=CC1)=O